OC1=CC=C(C=C1)C12CC3(CC(CC(C1)(C3)C(C)(C)C)(C2)CC)C2=CC=C(C=C2)O 1,3-bis(4-hydroxyphenyl)-5-ethyl-7-t-butyl-adamantane